3-(6,7-dimethoxyquinazolin-4-yl)-3,6-diazabicyclo[3.2.1]octane-6-sulfonylamine hydrochloride Cl.COC=1C=C2C(=NC=NC2=CC1OC)N1CC2CN(C(C1)C2)S(=O)(=O)N